4-((Cyclopropylmethyl)amino)-6-methyl-1-(o-tolyl)-7-(trifluoromethoxy)quinazolin-2(1H)-one C1(CC1)CNC1=NC(N(C2=CC(=C(C=C12)C)OC(F)(F)F)C1=C(C=CC=C1)C)=O